(R)-N'-((4-chlorophenyl)sulfonyl)-3-(4-fluorophenyl)-4-phenyl-N-(2-(piperazin-1-ylsulfonyl)ethyl)-4,5-dihydro-1H-pyrazole-1-carboxamide ClC1=CC=C(C=C1)S(=O)(=O)N1CCN(CC1)S(=O)(=O)CCNC(=O)N1N=C([C@@H](C1)C1=CC=CC=C1)C1=CC=C(C=C1)F